CC1=CC(=C(C(=C1)Br)Cl)Br 4-methyl-2,6-dibromochlorobenzene